CN(C1CCN(CC1)C(C)C=1N2C=C(C=C2C=C(C1C)C(=O)O)C1=CN=CS1)C 5-(1-(4-(dimethylamino)piperidin-1-yl)ethyl)-6-methyl-2-(thiazol-5-yl)indolizine-7-carboxylic acid